3-(1-(methylsulfonyl)indolin-6-yl)-5-(6-(3-(pyrrolidin-1-yl)propoxy)pyridin-3-yl)-3H-imidazo[4,5-b]pyridine CS(=O)(=O)N1CCC2=CC=C(C=C12)N1C=NC=2C1=NC(=CC2)C=2C=NC(=CC2)OCCCN2CCCC2